3-[2-(1-cyclobutyl-5-fluoroindazol-4-yl)ethynyl]-1-[(3S,5R)-5-(methoxymethyl)-1-(prop-2-enoyl)pyrrolidin-3-yl]-5-(methylamino)pyrazole-4-carboxamide C1(CCC1)N1N=CC2=C(C(=CC=C12)F)C#CC1=NN(C(=C1C(=O)N)NC)[C@@H]1CN([C@H](C1)COC)C(C=C)=O